ClC=1C=C(OC2=C(C=C(C=C2)NC(CC2=C(C=CC=C2)OC)=O)S(N)(=O)=O)C=CC1 N-[4-(3-chlorophenoxy)-3-sulfamoylphenyl]-2-(2-methoxyphenyl)acetamide